C(=C)C12C=CC(CC1)C2 vinyl-bicyclo[2.2.1]hept-2-ene